2-(((3S)-6-(3-(4-Acryloylpiperazin-1-yl)-2-hydroxypropyl)-1-methyl-2-oxo-1,2,3,4,5,6-hexahydrobenzo[b][1,4]diazocin-3-yl)amino)-6-methyl-4-(trifluoromethyl)nicotinonitril C(C=C)(=O)N1CCN(CC1)CC(CN1C2=C(N(C([C@H](CC1)NC1=C(C#N)C(=CC(=N1)C)C(F)(F)F)=O)C)C=CC=C2)O